5-(1-butoxyvinyl)-6-methyl-N-[4-(methylsulfonyl)benzyl]-2-oxo-1-[3-(trifluoromethyl)phenyl]-1,2-dihydropyridine-3-carboxamide C(CCC)OC(=C)C=1C=C(C(N(C1C)C1=CC(=CC=C1)C(F)(F)F)=O)C(=O)NCC1=CC=C(C=C1)S(=O)(=O)C